9-Morpholino-7-(trifluoromethyl)pyrido[2,3-b]phenazin-5,12-dion O1CCN(CC1)C1=CC(=C2N=C3C(C4=C(C(C3=NC2=C1)=O)N=CC=C4)=O)C(F)(F)F